6-{3-hydroxy-4-[3-(2,2,6,6-tetramethylpiperidin-4-yl)-3H-[1,2,3]triazolo[4,5-c]pyridazin-6-yl]phenyl}pyridazin-3-ol hydrochloride Cl.OC=1C=C(C=CC1C1=CC2=C(N=N1)N(N=N2)C2CC(NC(C2)(C)C)(C)C)C2=CC=C(N=N2)O